2,4-bis(n-octylthio)-6-(4-hydroxy-3,5-di-t-butylanilino)-1,3,5-triazine C(CCCCCCC)SC1=NC(=NC(=N1)SCCCCCCCC)NC1=CC(=C(C(=C1)C(C)(C)C)O)C(C)(C)C